3-(butylthio)phenol C(CCC)SC=1C=C(C=CC1)O